FC=1C=C(C(=O)NO)C=C(C1SC1=NN=C(N1C)C1=NC=CC=C1)F 3,5-difluoro-N-hydroxy-4-((4-methyl-5-(pyridin-2-yl)-4H-1,2,4-triazol-3-yl)thio)benzamide